ClC1=C(C(=NN1)C)NC(=O)C1=CC(=C(C=C1O[C@H](C(F)(F)F)C)NC(=O)N1[C@H](CCC1)CO)F (R)-N-(4-((5-Chloro-3-methyl-1H-pyrazol-4-yl)carbamoyl)-2-fluoro-5-(((S)-1,1,1-trifluoropropan-2-yl)oxy)phenyl)-2-(hydroxymethyl)pyrrolidine-1-carboxamide